N(=[N+]=[N-])C=1C=C(C=CC1)NC(OC(C)(C)C)=O tert-butyl (3-azidophenyl)carbamate